(4-(4-((1-(trans-4-ethoxycyclohexyl)-3-(pyrazin-2-yl)-1H-pyrazol-4-yl)carbamoyl)oxazol-2-yl)-1H-pyrazol-1-yl)methyl dihydrogen phosphate P(=O)(OCN1N=CC(=C1)C=1OC=C(N1)C(NC=1C(=NN(C1)[C@@H]1CC[C@H](CC1)OCC)C1=NC=CN=C1)=O)(O)O